CN1[C@@H]2CN([C@H](C1)C2)C2=NC=CC(=N2)NC2=CC1=C(C=N2)SC(=N1)C1=CC=NC=C1 2-[(1S,4S)-5-Methyl-2,5-diazabicyclo[2.2.1]heptan-2-yl]-N-[2-(pyridin-4-yl)-[1,3]thiazolo[5,4-c]pyridin-6-yl]pyrimidin-4-amine